1-(4-(Difluoromethyl)phenyl)-5-(((6-(3-oxopiperazin-1-yl)pyridazin-3-yl)oxy)methyl)-1H-1,2,3-triazole-4-carbonitrile FC(C1=CC=C(C=C1)N1N=NC(=C1COC=1N=NC(=CC1)N1CC(NCC1)=O)C#N)F